N[C@H]1CN(C[C@H]1C)C1=CC=C(C=2N=CC=NC12)C#N 8-[(3R,4R)-3-amino-4-methylpyrrolidin-1-yl]quinoxaline-5-carbonitrile